N-(3-trifluoromethyl-5-methoxyphenyl)-4-fluorobenzo[d]isothiazol-1,1-dioxide FC(C=1C=C(C=C(C1)OC)N1S(C2=C(C1)C(=CC=C2)F)(=O)=O)(F)F